N-(4-(2-fluorophenoxy)phenyl)quinolin-2-amine FC1=C(OC2=CC=C(C=C2)NC2=NC3=CC=CC=C3C=C2)C=CC=C1